O=C1C(=C(C=NN1)N[C@H](COCCC(=O)O)C)C(F)(F)F 3-[(2S)-2-{[6-oxo-5-(trifluoromethyl)-1,6-dihydropyridazin-4-yl]Amino}propoxy]Propionic acid